C(C)ONC(C1=CN=C(C=C1NC1=C(C=C(C(=C1)F)C(C)C)N(S(=O)(=O)C)C)NC1=NC=NC=C1)=O N-ethoxy-4-((5-fluoro-4-iso-propyl-2-(N-methyl-methane-sulfonamido)phenyl)amino)-6-(pyrimidin-4-ylamino)-nicotinamide